Cl.NC\C=C(\CS(=O)(=O)C1=C(OC=2C=C(C=CC2)S(=O)(=O)N(C)C)C=CC=C1)/F (Z)-3-(2-(4-amino-2-fluorobut-2-enylsulfonyl)phenoxy)-N,N-dimethylbenzenesulfonamide hydrochloride